2,4-dibromobenzonitrile BrC1=C(C#N)C=CC(=C1)Br